Tert-butyl-(cyanomethyl) piperazine-1-carboxylate N1(CCNCC1)C(=O)OC(C#N)C(C)(C)C